ClC=1C=C(C2=C(N1)N(C=C2)COCC[Si](C)(C)C)NC(C)C 6-chloro-N-isopropyl-1-((2-(trimethylsilyl)ethoxy)methyl)-1H-pyrrolo[2,3-b]pyridin-4-amine